2-(4-fluorophenoxy)-N'-hydroxy-acetamidine FC1=CC=C(OCC(=NO)N)C=C1